carbonic acid (carbonate) C(O)(O)=O.C(O)(O)=O